CS(=O)(=O)CCN1C(CCCC1)C=1NC=C(N1)C1=CC=CC=C1 2-(methylsulfonyl)-1-(2-(4-phenyl-1H-imidazol-2-yl)piperidin-1-yl)ethan